5-(2-((tetrahydro-2H-pyran-2-yl)oxy)ethoxy)-4-(trifluoromethyl)-picolinic acid O1C(CCCC1)OCCOC=1C(=CC(=NC1)C(=O)O)C(F)(F)F